ClC1=C(C=CC=C1)[C@H]1CC[C@@H](N1C(C1=CC(=CC=C1)OC)=O)C(=O)O (2R,5R)-5-(2-chlorophenyl)-1-(3-methoxybenzoyl)pyrrolidine-2-carboxylic acid